5-(2-ethoxy-5-((3-((3-hydroxypropyl)(methyl)amino)azetidin-1-yl)sulfonyl)phenyl)-1-methyl-3-propyl-1,6-dihydro-7H-pyrazolo[4,3-d]pyrimidin-7-one C(C)OC1=C(C=C(C=C1)S(=O)(=O)N1CC(C1)N(C)CCCO)C=1NC(C2=C(N1)C(=NN2C)CCC)=O